NC1=C(C=C(C=N1)C=1C=C(C=CC1)O)C1=CC(=C(C(=C1)OC)OC)OC 3-[6-amino-5-(3,4,5-trimethoxy-phenyl)-pyridin-3-yl]-phenol